C(C)(=O)OC1C(OC(C(C1OC(C)=O)OC(C)=O)C(=O)OC)OC1=C(C=C(C=C1)COC(=O)OC1=CC=C(C=C1)[N+](=O)[O-])NC(=O)OCC=C 2-(2-(((allyloxy)carbonyl)amino)-4-((((4-nitrophenoxy)carbonyl)oxy)methyl)phenoxy)-6-(methoxycarbonyl)tetrahydro-2H-pyran-3,4,5-triyl triacetate